1,4-bis[4-(6-acryloxyhexyloxy)-2-methylbenzyloxy]-2-methylbenzene C(C=C)(=O)OCCCCCCOC1=CC(=C(COC2=C(C=C(C=C2)OCC2=C(C=C(C=C2)OCCCCCCOC(C=C)=O)C)C)C=C1)C